4,6-dimethoxy-N-(1'-methyl-7-(trifluoromethyl)spiro[chromeno[4,3-d]thiazole-4,4'-piperidin]-2-yl)pyrimidine-5-carboxamide COC1=NC=NC(=C1C(=O)NC=1SC2=C(N1)C=1C=CC(=CC1OC21CCN(CC1)C)C(F)(F)F)OC